2'-chloro-N-(5-(5-chloro-2-methoxy-pyrimidine-4-carbonyl)-5,6-dihydro-4H-pyrrolo[3,4-d]thiazol-2-yl)-5'-methoxy-6-methyl-[4,4'-bipyridine]-3-carboxamide ClC1=NC=C(C(=C1)C1=C(C=NC(=C1)C)C(=O)NC=1SC2=C(N1)CN(C2)C(=O)C2=NC(=NC=C2Cl)OC)OC